aniline o-toluenesulfinate salt CC=1C(=CC=CC1)S(=O)O.NC1=CC=CC=C1